CN1C2CN(CC1CC2)C2=CC=CC(=N2)C#N 6-[8-methyl-3,8-diazabicyclo[3.2.1]oct-3-yl]pyridine-2-carbonitrile